C(C)S(=O)(=O)N1CCN(CC1)C1=CC=C(C=N1)NC1=NC=CC(=N1)C1=CN=C2N1C=C(C=C2)C=2C=NC(=CC2)F N-(6-(4-(Ethylsulfonyl)piperazin-1-yl)pyridin-3-yl)-4-(6-(6-fluoropyridin-3-yl)imidazo[1,2-a]pyridin-3-yl)pyrimidin-2-amine